OC1=C2C(=NC(=NC2=CC=C1)NC(=N)NC1CCN(CC1)C)C 1-(5-hydroxy-4-methylquinazolin-2-yl)-3-(1-methylpiperidin-4-yl)guanidine